C(C)C(CC(C)(CC)CC)(CC)OO 1,1,3,3-Tetraethylbutyl hydroperoxide